8-chloro-N-[4-(trifluoromethyloxy)phenyl]quinolin-2-amine ClC=1C=CC=C2C=CC(=NC12)NC1=CC=C(C=C1)OC(F)(F)F